S1CCNC12CCCC2 1-thia-4-azaspiro[4.4]nonan